chromium-aluminum-yttrium [Y].[Al].[Cr]